C(C1=CC=CC=C1)OC[C@@]1(CN(CC1)C(=O)OC(C)(C)C)C(=O)OC 1-(tert-butyl) 3-methyl (R)-3-((benzyloxy)methyl)pyrrolidine-1,3-dicarboxylate